Cl.OC1[C@@H](N)[C@@H](O)[C@H](O)[C@H](O1)CO D-mannosamine hydrochloride